tert-butyl (S,E)-3-(3-(4-(1-(([1,1'-biphenyl]-4-ylmethoxy)imino)ethyl)phenyl)-1,2,4-oxadiazol-5-yl)pyrrolidine-1-carboxylate C1(=CC=C(C=C1)CO\N=C(/C)\C1=CC=C(C=C1)C1=NOC(=N1)[C@@H]1CN(CC1)C(=O)OC(C)(C)C)C1=CC=CC=C1